C1(=CC=CC=C1)[S+](C1=CC=C(C=C1)SC1=CC=CC=C1)C1=CC=CC=C1 diphenyl-4-(phenylsulfanyl)phenylsulfonium